5-({butyl[1-({2-methyl-6-[4-(4-morpholinylcarbonyl)phenoxy]-3-pyridinyl}methyl)-4-piperidinyl]carbamoyl}amino)-2,4-difluorobenzamide C(CCC)N(C(=O)NC=1C(=CC(=C(C(=O)N)C1)F)F)C1CCN(CC1)CC=1C(=NC(=CC1)OC1=CC=C(C=C1)C(=O)N1CCOCC1)C